N1C=C(C=C1)S(=O)(=O)Cl 1H-pyrrol-3-sulfonyl chloride